N=1N=C(N2C1C=CC=C2)N2C[C@@H](C[C@H](C2)O[Si](C2=CC=CC=C2)(C2=CC=CC=C2)C(C)(C)C)NC(OCC2=CC=CC=C2)=O benzyl ((3R,5R)-1-([1,2,4]triazolo[4,3-a]pyridin-3-yl)-5-((tert-butyldiphenylsilyl)oxy)piperidin-3-yl)carbamate